tert-butyl (5-(3-(hydroxymethyl)-1,2,4-thiadiazol-5-yl)-2-methylphenyl)carbamate OCC1=NSC(=N1)C=1C=CC(=C(C1)NC(OC(C)(C)C)=O)C